C(C)(C)N(P(OCCOCCOCCOCCOCCOCCOC(C1=CC=CC=C1)(C1=CC=C(C=C1)OC)C1=CC=C(C=C1)OC)OCCC#N)C(C)C 1,1-bis(4-methoxyphenyl)-1-phenyl-2,5,8,11,14,17-hexaoxanonadec-19-yl (2-cyanoethyl) diisopropylphosphoramidite